[Cl-].NC1=C[N+](=NO1)CC1=CC=C(C=C1)I 5-amino-3-(4-iodobenzyl)-1,2,3-oxadiazol-3-ium chloride